[8-(hydroxymethyl)-1,4-dioxaspiro[4.5]decane-8-yl]methanol OCC1(CCC2(OCCO2)CC1)CO